COC([O-])=O.C(CCCCCCC)N1C=[N+](C=C1)CCCCCCCC 1,3-di-n-octylimidazolium methylcarbonate salt